C(#N)C1=C(C=CC=C1)SC=1C=2N(C=C(C1)C=1N=NNC1)N=CC2C#N 4-((2-cyanophenyl)thio)-6-(1H-1,2,3-triazol-4-yl)pyrazolo[1,5-a]pyridine-3-carbonitrile